FC=1C=C(C=C(C1CNC1CCOCC1)OC)C=1C(=C(C=CC1)C1=C(C(=CC=C1)NC1=NC=CC=2C1=NC=CN2)C)C N-(3''-fluoro-5''-methoxy-2,2'-dimethyl-4''-(((tetrahydro-2H-pyran-4-yl)amino)methyl)-[1,1':3',1''-terphenyl]-3-yl)pyrido[3,4-b]pyrazin-5-amine